N-(2-((1-methylazetidin-3-yl)oxy)-5-(4-(4-((6-(trifluoromethyl)pyridazin-3-yl)oxy)phenyl)piperidine-1-carbonyl)phenyl)-1-phenylmethanesulfonamide CN1CC(C1)OC1=C(C=C(C=C1)C(=O)N1CCC(CC1)C1=CC=C(C=C1)OC=1N=NC(=CC1)C(F)(F)F)NS(=O)(=O)CC1=CC=CC=C1